ClC=1C=C(C=NC1N[C@@H](C)C1=C(C=CC(=C1)Cl)F)S(=O)(=O)N(C(OC(C)(C)C)=O)C=1N=CSC1 tert-butyl (S)-((5-chloro-6-((1-(5-chloro-2-fluorophenyl)ethyl)amino)pyridin-3-yl)sulfonyl)(thiazol-4-yl)carbamate